(R)-3-fluoro-4-(((6-(2-methylpiperazin-1-yl)pyridin-2-yl)oxy)methyl)benzonitrile FC=1C=C(C#N)C=CC1COC1=NC(=CC=C1)N1[C@@H](CNCC1)C